CC1=NNC=2C1=NC(=CC2CN2C[C@H](CCC2)C)C(=O)OC methyl (S)-3-methyl-7-((3-methylpiperidin-1-yl) methyl)-1H-pyrazolo[4,3-b]pyridine-5-carboxylate